C1=CC2=C1C=CC(=C2)NC=2C=C(C=CC2)N (4-benzocyclobutenyl)-1,3-phenylenediamine